ClC1=NC(=NC(=N1)N(CCCC)CCCC)N(CCCC)CCCC 2-chloro-4,6-bis-(di-n-butylamino)-[1,3,5]triazine